3,5-bis(1,1-dimethylethyl)-4-hydroxyphenylpropionic acid ethyl ester C(C)OC(C(C)C1=CC(=C(C(=C1)C(C)(C)C)O)C(C)(C)C)=O